OCCCC[Si](O[Si](C)(C)CCCCO)(C)C bis(4-hydroxybutyl)-1,1,3,3-tetramethyldisiloxane